C(C1=CC=CC=C1)C1N(SCN1)C1=C(C=CC=C1)OCC benzyl-2-phenetyl-[1,2,4]thiadiazolidine